(2S)-1-(9H-fluoren-9-ylmethoxycarbonyl)-4-oxopiperidin-2-carboxylic acid C1=CC=CC=2C3=CC=CC=C3C(C12)COC(=O)N1[C@@H](CC(CC1)=O)C(=O)O